N=1C=NN2C1C=C(C=C2)OC2=CC(=C(C=C2F)NC2=NC=NC1=CC(=C(C=C21)NC(/C(=C\[C@@H]2N(CCC2)C)/F)=O)OC)OC (R,E)-N-(4-((4-([1,2,4]triazolo[1,5-a]pyridin-7-yloxy)-5-fluoro-2-methoxyphenyl)amino)-7-methoxy-quinazolin-6-yl)-2-fluoro-3-(1-methylpyrrolidin-2-yl)acrylamide